4-methoxy-resorcinol COC1=C(C=C(O)C=C1)O